NCC(=O)N(CC1=CC(=CC=C1)OC)CC1=CC(=CC=C1)OC 2-amino-N,N-bis(3-methoxybenzyl)acetamide